COC1C[C@@H]([C@H](O1)C(=O)O)OCC1=CC2=CC=CC=C2C=C1 (2S,3S)-5-methoxy-3-(naphthalen-2-ylmethoxy)tetrahydrofuran-2-carboxylic acid